C(C)OC1=CC=C(C=C1)OC(CC)=O.C(C(O)C1=CC=CC=C1)(=O)O mandelic acid 4-ethoxyphenylpropanoate